Ammonium perfluorooctyl-sulfonate FC(C(C(C(C(C(C(C(F)(F)F)(F)F)(F)F)(F)F)(F)F)(F)F)(F)F)(S(=O)(=O)[O-])F.[NH4+]